C(C)(C)NC1=NC(=NC(=N1)NC=1C=NC=C(C1)C(F)(F)F)C1=NC=CC(=N1)C(F)(F)F Isopropyl-N'-(5-trifluoromethyl-pyridin-3-yl)-6-(4-trifluoromethyl-pyrimidin-2-yl)-[1,3,5]triazine-2,4-diamine